COC1CCN(CC1)C1=NC=CC(=N1)NC=1N=CC2=C(C=CC(=C2C1)C1CN(C1)C(C=C)=O)N1C([C@@H]([C@H]1C)CS(=O)(=O)C)(C)C 1-(3-(3-((2-(4-methoxypiperidin-1-yl)pyrimidin-4-yl)amino)-8-((3R,4R)-2,2,4-trimethyl-3-((methylsulfonyl)methyl)azetidin-1-yl)isoquinolin-5-yl)azetidin-1-yl)prop-2-en-1-one